BrC=1C=C2C(=NC1[C@H](CC1=CC(=CC(=C1)F)F)NC(OC(C)(C)C)=O)C=C(N2)C2=CC=CC=C2 tert-butyl (S)-(1-(6-bromo-2-phenyl-1H-pyrrolo[3,2-b]pyridin-5-yl)-2-(3,5-difluorophenyl)ethyl)carbamate